n-Propyl-Zinc Bromide [Br-].C(CC)[Zn+]